trans-3-[(4-Fluorophenoxy)methyl]-4-methyl-2-[2-methyl-5-(pyrimidin-2-yl)-1,3-thiazol-4-carbonyl]-2-azabicyclo[3.1.1]heptan FC1=CC=C(OCC2N(C3CC(C2C)C3)C(=O)C=3N=C(SC3C3=NC=CC=N3)C)C=C1